3-(2,6-dimethoxyphenyl)urea COC1=C(C(=CC=C1)OC)NC(N)=O